C(C=C)(=O)OCCN1CN(CN(C1)CCOC(C=C)=O)CCO 1,3,5-triazine-1,3,5-triethanol diacrylate